(S)-2-((4-(3-((7-((4-aminophenyl)sulfonyl)-2,7-diazaspiro[3.5]nonan-2-yl)methyl)pyrrolidin-1-yl)pyrimidin-5-yl)oxy)-5-fluoro-N,N-diisopropylbenzamide NC1=CC=C(C=C1)S(=O)(=O)N1CCC2(CN(C2)C[C@H]2CN(CC2)C2=NC=NC=C2OC2=C(C(=O)N(C(C)C)C(C)C)C=C(C=C2)F)CC1